[N+](=O)([O-])C=1C=CC(=C(C(=O)O)C1)SC=1SC=CC1 5-Nitro-2-(thiophen-2-ylsulfanyl)benzoic acid